(R)-2-fluoro-4-methyl-N-(6-(5-methyl-6,7-dihydro-5H-pyrrolo[2,1-c][1,2,4]triazol-3-yl)pyridin-2-yl)-5-(4-(trifluoromethyl)-1H-imidazol-1-yl)benzamide FC1=C(C(=O)NC2=NC(=CC=C2)C=2N3C(=NN2)CC[C@H]3C)C=C(C(=C1)C)N1C=NC(=C1)C(F)(F)F